ClC=1C=C(C=CC1)C=1OC(=CN1)C(=O)N[C@H]1[C@H]2CC[C@@H](C1)N2C#N 2-(3-chlorophenyl)-N-((1R,2R,4S)-7-cyano-7-azabicyclo[2.2.1]heptan-2-yl)-1,3-oxazole-5-carboxamide